(R)-3-(3,4-difluoro-2-methoxyphenyl)-4-methoxy-5-methyl-5-(trifluoromethyl)furan-2(5H)-one FC=1C(=C(C=CC1F)C=1C(O[C@](C1OC)(C(F)(F)F)C)=O)OC